BrC(C(=O)C1=CC=C(C=C1)F)(C1=CC=CC=C1)Br 2,2-dibromo-1-(4-fluorophenyl)-2-phenylethan-1-one